ClC1=C(C(=O)NCC(N2CCC(CC2)OC2=NC=CC=C2)C2=C(N=CS2)C(F)F)C(=CC=C1)F 2-chloro-N-{2-[4-(difluoromethyl)-1,3-thiazol-5-yl]-2-[4-(pyridin-2-yloxy)piperidin-1-yl]ethyl}-6-fluorobenzamide